isopropyl 2-(1,4-dioxaspiro[4.5]decan-8-ylidene)acetate O1CCOC12CCC(CC2)=CC(=O)OC(C)C